C(#N)C1=C(C=C(C(=N1)O[C@@H]1CN(CC1)C(=O)OC(C)(C)C)F)N=CN(C)C tert-Butyl (S)-3-((6-cyano-5-(((dimethylamino)methylene)amino)-3-fluoropyridin-2-yl)oxy)pyrrolidine-1-carboxylate